C1=C2C(=CC=C1)OC[C@H]1C[C@]3(CCCN3[C@H]12)CO ((6aS,7aR,11aR)-6a,9,10,11a-tetrahydro-6H,7H-chromeno[3,4-b]pyrrolizin-7a(8H)-yl)methanol